C1(=CC=CC=C1)C1=CC=C2C=C(NC2=C1)C(=O)NCC(=O)N[C@@H](C(C)C)C(=O)N[C@H](CCC(=O)OCC)C(=O)OCC diethyl (6-phenyl-1H-indole-2-carbonyl)glycyl-L-valyl-D-glutamate